25-HydroxyCholesterol OC(C)(C)CCC[C@@H](C)[C@H]1CC[C@H]2[C@@H]3CC=C4C[C@@H](O)CC[C@]4(C)[C@H]3CC[C@]12C